2H-benzo[1,2,3]triazole N=1NN=C2C1C=CC=C2